ClC1=CN=C(S1)[C@@H]1C([C@H]1C(=O)OC(C)(C)C)(C)C tert-Butyl trans-3-(5-chloro-1,3-thiazol-2-yl)-2,2-dimethylcyclopropanecarboxylate